C1=C(C=CC=2OC3=CC(=CC=C3NC12)N)N R-phenoxazine-2,7-diamine